N1(CCCC1)C(=O)C1CC=C(CC1)C1=CSC2=C1C=NC=C2C(=O)N 3-(4-(pyrrolidine-1-carbonyl)cyclohex-1-en-1-yl)thieno[3,2-c]pyridine-7-carboxamide